[Sn]=O.[Ta].[In] indium-tantalum-tin oxide